(S)-5-(6-methyl-5,6,7,8-tetrahydropyrido[3,4-d]pyrimidin-4-yloxy)-N-(5-(1-methylcyclopropyl)-1H-pyrazol-3-yl)-pyrimidin C[C@H]1CC2=C(N=CN=C2OC=2C=NCN(C2)C2=NNC(=C2)C2(CC2)C)CN1